2-cyclopropyl-3-(quinolin-2-yl)-4H-chromen-4-one C1(CC1)C=1OC2=CC=CC=C2C(C1C1=NC2=CC=CC=C2C=C1)=O